6-(4-chlorophenyl)-2-(3-fluorophenyl)-N-[(1S,2S)-2-hydroxycyclopentyl]-3-oxo-2,3-dihydropyridazine-4-carboxamide ClC1=CC=C(C=C1)C=1C=C(C(N(N1)C1=CC(=CC=C1)F)=O)C(=O)N[C@@H]1[C@H](CCC1)O